OC1=CC=C2[C@H]([C@H](OCC2=C1)C1=CC=CC=C1)C1=CC=C(C=C1)N1CCC(CC1)CN1CCN(CC1)C1=CC2=CN(N=C2C=C1)C1C(NC(CC1)=O)=O 3-(5-(4-((1-(4-((3S,4R)-7-hydroxy-3-phenylisochroman-4-yl)phenyl)piperidin-4-yl)methyl)piperazin-1-yl)-2H-indazol-2-yl)piperidine-2,6-dione